FC(OC1=CC=C2C=CN(C2=C1)C(=O)OC(C)(C)C)F tert-Butyl 6-(difluoromethoxy)-1H-indole-1-carboxylate